dihydro-3H-pyran-2,6-dione O1C(CCCC1=O)=O